benzyl-2-{4-[2,4-bis(trichloromethyl)-s-triazine-6-yl]phenylthio}acetate C(C1=CC=CC=C1)OC(CSC1=CC=C(C=C1)C1=NC(=NC(=N1)C(Cl)(Cl)Cl)C(Cl)(Cl)Cl)=O